FC=1C=C(CCNC=O)C=CC1 N-(3-fluorophenethyl)formamide